4-((trans)-4-(4-amino-5-(4-phenoxyphenyl)-7H-pyrrolo[2,3-d]pyrimidin-7-yl)cyclohexyl)-1-methylpiperazine-2-carboxylic acid NC=1C2=C(N=CN1)N(C=C2C2=CC=C(C=C2)OC2=CC=CC=C2)[C@@H]2CC[C@H](CC2)N2CC(N(CC2)C)C(=O)O